2-Chloro-nitrobenzenesulfonamide ClC1=C(C=CC=C1[N+](=O)[O-])S(=O)(=O)N